butyl 5-methoxy-4-((2-(4-(methoxycarbonyl)phenyl)-4-(prop-2-yn-1-yl)piperazin-1-yl)methyl)-7-methyl-1H-indole-1-carboxylate COC=1C(=C2C=CN(C2=C(C1)C)C(=O)OCCCC)CN1C(CN(CC1)CC#C)C1=CC=C(C=C1)C(=O)OC